di-propyl-benzene C(CC)C1=C(C=CC=C1)CCC